N1(N=CN=C1)CCN1C=C(C=2C1=NC(=CC2)C#N)Br 1-(2-(1H-1,2,4-triazol-1-yl)ethyl)-3-bromo-1H-pyrrolo[2,3-b]pyridine-6-carbonitrile